ClC=1C=C2C(=CN1)N(C(=C2)B(O)O)C (5-chloro-1-methyl-1H-pyrrolo[2,3-c]pyridin-2-yl)boronic acid